3-methyl-2-tetrahydropyran-4-yl-quinoline-4-carbonitrile CC=1C(=NC2=CC=CC=C2C1C#N)C1CCOCC1